methyl 2-(6-(4-(7,7-dimethyl-4,5,6,7-tetrahydro-2H-pyrazolo[4,3-c]pyridine-2-carbonyl)-3,3-dimethylpiperazin-1-yl)pyridin-3-yl)acetate CC1(C=2C(CNC1)=CN(N2)C(=O)N2C(CN(CC2)C2=CC=C(C=N2)CC(=O)OC)(C)C)C